2-(N-(4-methoxy-6-((4-(propiolamidomethyl)-1H-pyrazol-1-yl)methyl)benzo[d]isoxazol-3-yl)sulfamoyl)-N-methylbenzamide aluminum phosphate P(=O)([O-])([O-])[O-].[Al+3].COC1=CC(=CC2=C1C(=NO2)NS(=O)(=O)C2=C(C(=O)NC)C=CC=C2)CN2N=CC(=C2)CNC(C#C)=O